N-((7-(2,6-dichloro-3,5-dimethoxyphenyl)-5-methoxy-2,6-naphthyridin-3-yl)methyl)acrylamide ClC1=C(C(=C(C=C1OC)OC)Cl)C1=NC(=C2C=C(N=CC2=C1)CNC(C=C)=O)OC